N1C(=NC2=C1C=CC=C2)C2=CC(=NN2C)NC(=O)C=2C=NC(=CC2)N2CC(OCC2)CO N-[5-(1H-benzimidazol-2-yl)-1-methyl-pyrazol-3-yl]-6-[2-(hydroxy-methyl)morpholin-4-yl]pyridine-3-carboxamide